FC1=C(C(=CC=C1)F)CC(=O)NNC(C(=O)OCC)=N ethyl 2-(2-(2-(2,6-difluorophenyl) acetyl) hydrazineyl)-2-iminoacetate